O=C1OCCC2=C1NC=C2C2=C(C=CC=C2)NC(C2=CC=C(C=C2)OCCN2CCCCC2)=O N-(2-(7-oxo-1,4,5,7-tetrahydropyrano[3,4-b]pyrrol-3-yl)phenyl)-4-(2-(piperidin-1-yl)ethoxy)benzamide